C(C)NC(=O)NCCCCCCCC N-ethyl-N'-octyl-urea